3-(2-(trifluoromethyl)pyridin-4-yl)-3,9-diazaspiro[5.5]undecane hydrochloride Cl.FC(C1=NC=CC(=C1)N1CCC2(CC1)CCNCC2)(F)F